COC(CC1CCN(CC1)C=1C=C(C(=O)O)C(=CN1)C(F)(F)F)=O 2-(4-(2-methoxy-2-oxoethyl)piperidine-1-yl)-5-(trifluoromethyl)isonicotinic acid